FC=1C=CC(=C2CC[C@H](C12)OC1=CC=C(C=C1)C(CC(=O)O)C#CC)C=1C=NC(=CC1)OC1CCOCC1 3-(4-(((R)-7-fluoro-4-(6-((tetrahydro-2H-pyran-4-yl)oxy)pyridin-3-yl)-2,3-dihydro-1H-inden-1-yl)oxy)phenyl)hex-4-ynoic acid